N-(4-(4-((5-(1-acryloylpiperidin-4-yl)thieno[2,3-d]pyrimidin-4-yl)amino)-3-fluorophenoxy)pyridin-2-yl)cyclopentanecarboxamide C(C=C)(=O)N1CCC(CC1)C1=CSC=2N=CN=C(C21)NC2=C(C=C(OC1=CC(=NC=C1)NC(=O)C1CCCC1)C=C2)F